(3S,4S,6R,7R)-12-(benzyloxy)-4-fluoro-6-methoxy-3-methyl-1,11-dioxo-N-(2,4,6-trifluorobenzyl)-1,4,5,6,7,11-hexahydro-3H-2,7-methanopyrido[1,2-a][1,4]diazonine-10-carboxamide C(C1=CC=CC=C1)OC=1C(C(=CN2C1C(N1[C@H]([C@H](C[C@H]([C@H]2C1)OC)F)C)=O)C(=O)NCC1=C(C=C(C=C1F)F)F)=O